C(C)(C)(C)OC(=O)NCC1=CC=C(C=C1)NC(=O)C1=CC2=C(OCCC3=C2SC=C3)C=C1C=1C(=NC(=CC1)C(NC1CCC(CC1)(C)C)=O)C(=O)OC methyl 3-(9-((4-(((tert-butoxycarbonyl)amino)methyl)phenyl)carbamoyl)-4,5-dihydrobenzo[b]thieno[2,3-d]oxepin-8-yl)-6-((4,4-dimethylcyclohexyl)carbamoyl)picolinate